bis-(3-triethoxysilyl-1-propyl) ethyltrithiophosphonate C(C)P(SCCC[Si](OCC)(OCC)OCC)(SCCC[Si](OCC)(OCC)OCC)=S